C1(CCCC1)NC(C1=C(C(=C(C=C1)F)N1C(NC2=CC=CC=C2C1)=O)F)=O N-cyclopentyl-2,4-difluoro-3-(2-oxo-1,4-dihydroquinazolin-3(2H)-yl)benzamide